Di(aziridin-1-yl)phosphinic acid 4-(4-(1-methyl-1H-pyrazol-4-yl) phenoxy)-5-nitro-2,3-dihydro-1H-inden-1-yl ester CN1N=CC(=C1)C1=CC=C(OC2=C3CCC(C3=CC=C2[N+](=O)[O-])OP(=O)(N2CC2)N2CC2)C=C1